3-(1-bromoethyl)-2H-thiete 1,1-dioxide BrC(C)C=1CS(C1)(=O)=O